1-(4-bromophenyl)-3-(4-chlorophenyl)-4,5-dihydro-1H-pyrazole-5-carboxylic acid methyl ester COC(=O)C1CC(=NN1C1=CC=C(C=C1)Br)C1=CC=C(C=C1)Cl